FC=1C=NC(=NC1)N1CCN(CC1)C(CCOC[C@H](C)NC1=C(C(NN=C1)=O)C(F)(F)F)=O (S)-5-((1-(3-(4-(5-Fluoropyrimidin-2-yl)piperazin-1-yl)-3-oxopropoxy)propan-2-yl)amino)-4-(trifluoromethyl)pyridazin-3(2H)-one